N-(2-(2,3-dihydrobenzo[b][1,4]dioxin-6-yl)-1-(1-(2-(3-fluoro-6-methoxy-1,5-naphthyridin-4-yl)ethyl)piperidin-4-yl)ethyl)-2-methylpropane-2-sulfinamide O1C2=C(OCC1)C=C(C=C2)CC(C2CCN(CC2)CCC2=C(C=NC1=CC=C(N=C21)OC)F)NS(=O)C(C)(C)C